CC1=C(C=C(C(=O)N2CCC(CC2)C2=CC=C(C#N)C=C2)C=C1)C1=NN=C(N1)N[C@@H]1COCC1 (S)-4-(1-(4-methyl-3-(5-((tetrahydro-furan-3-yl)amino)-4H-1,2,4-triazol-3-yl)benzoyl)piperidin-4-yl)benzonitrile